4-(2-oxo-3-bornylidenemethyl)benzoylsulfonic acid O=C1C2(CCC(C1=CC1=CC=C(C(=O)S(=O)(=O)O)C=C1)C2(C)C)C